2-(benzo[d]thiazole-2-yl)-4-bromophenol S1C(=NC2=C1C=CC=C2)C2=C(C=CC(=C2)Br)O